(3,5-difluorophenyl)-[2-(2-pyridyl)-7,8-dihydro-5H-pyrido[4,3-d]pyrimidin-6-yl]methanone FC=1C=C(C=C(C1)F)C(=O)N1CC2=C(N=C(N=C2)C2=NC=CC=C2)CC1